dibutyl dithiophosphate molybdenum [Mo+4].P(=S)(SCCCC)(OCCCC)[O-].C(CCC)SP(=S)(OCCCC)[O-].C(CCC)SP(=S)(OCCCC)[O-].C(CCC)SP(=S)(OCCCC)[O-]